tert-butyl-((7-fluoro-3-((4-methoxybenzyl)thio)naphthalen-1-yl)oxy)dimethylsilane Ethyl-Pentanimidate Hydrochloride Cl.C(C)OC(CCCC)=N.C(C)(C)(C)[Si](C)(C)OC1=CC(=CC2=CC=C(C=C12)F)SCC1=CC=C(C=C1)OC